tert-butyl (2R,4R)-4-((6-((1-(tert-butyl)-5-methyl-1H-pyrazol-3-yl) amino)-3-fluoro-4-isobutyrylpyridin-2-yl) methyl)-2-methylpiperidine-4-carboxylate C(C)(C)(C)N1N=C(C=C1C)NC1=CC(=C(C(=N1)C[C@@]1(C[C@H](NCC1)C)C(=O)OC(C)(C)C)F)C(C(C)C)=O